3-(4-tert-butylphenyl)propionaldehyde C(C)(C)(C)C1=CC=C(C=C1)CCC=O